C(C1=CC=CC=C1)N1C(N(CC1)C1=CC(=C(C=O)C=C1)OC(F)F)=O 4-(3-benzyl-2-oxoimidazolidin-1-yl)-2-(difluoromethoxy)benzaldehyde